phthalic acid diglycidyl ester diglycidyl-1,4-cyclohexanedicarboxylate C(C1CO1)OC(=O)C1CCC(CC1)C(=O)OCC1CO1.C(C1CO1)OC(C=1C(C(=O)OCC2CO2)=CC=CC1)=O